(S)-N-((R)-1-(4-bromo-2-chlorophenyl)ethyl)-2-methylpropane-2-sulfinamide BrC1=CC(=C(C=C1)[C@@H](C)N[S@@](=O)C(C)(C)C)Cl